1-(benzenesulfonyl)-4-bromo-7-chloro-pyrrolo[2,3-C]pyridine C1(=CC=CC=C1)S(=O)(=O)N1C=CC=2C1=C(N=CC2Br)Cl